1-morpholinoethan O1CCN(CC1)CC